formic acid, 2,3-dimethylphenyl ester C(=O)OC1=C(C(=CC=C1)C)C